3H-indolium bis(2-ethylhexyl)sulfosuccinate C(C)C(CC(C(C(=O)[O-])S(=O)(=O)O)(C(=O)[O-])CC(CCCC)CC)CCCC.[NH+]1=CCC2=CC=CC=C12.[NH+]1=CCC2=CC=CC=C12